O=C1OC2=CC(=CC=C2C(=C1)C1=C(C=CC=C1)C)CNC(=O)N1C[C@H](CCC1)C(=O)OCC ethyl (S)-1-(((2-oxo-4-(o-tolyl)-2H-chromen-7-yl)methyl)carbamoyl)piperidine-3-carboxylate